Benzyl (5,6-diamino-6-oxohexyl)carbamate 2,2,2-trifluoroacetate FC(C(=O)O)(F)F.NC(CCCCNC(OCC1=CC=CC=C1)=O)C(=O)N